BrC1=CC=C(C=C1)C=1CC(CC2COCC12)OC(C)C 7-(4-bromophenyl)-5-isopropoxyhexahydroisobenzofuran